COC(=O)C1=CC(=CC=2N(C(=NC21)C)C(=O)OC(C)(C)C)C2=CC=C(C=C2)C2=CC(=CC=C2)C=O 6-(3'-formyl-biphenyl-4-yl)-2-methyl-benzimidazole-1,4-dicarboxylic acid 1-tert-butyl ester 4-methyl ester